FC1=C(C=CC=C1)C1=C(C(=CC=C1)C1=CC=CC=C1)O fluoro-2'-hydroxy-[1,1':3',1''-terphenyl]